CC1=NC(=NO1)C(=O)N[C@@H]1[C@H](N(CC1)C=1C=C2C=NN(C2=CC1)C1=CN(C(C=C1)=O)C)C1=CC=CC=C1 |r| 5-Methyl-N-[rac-(2R,3S)-1-[1-(1-methyl-6-oxo-1H-pyridin-3-yl)-1H-indazol-5-yl]-2-phenyl-pyrrolidin-3-yl]-[1,2,4]oxadiazole-3-carboxylic acid amide